tert-butyl (4-(4-(benzyloxy)-8-fluoro-2-(((2R,7aS)-2-fluorotetrahydro-1H-pyrrolizin-7a(5H)-yl)methoxy)-6-methylquinazolin-7-yl)-3-cyano-7-fluorobenzo[b]thiophen-2-yl)carbamate C(C1=CC=CC=C1)OC1=NC(=NC2=C(C(=C(C=C12)C)C1=CC=C(C=2SC(=C(C21)C#N)NC(OC(C)(C)C)=O)F)F)OC[C@]21CCCN1C[C@@H](C2)F